6-(2-methoxy-4,6-dimethyl-phenyl)-3-[(3R)-3-piperidyl]pyrazino[2,3-b]pyrazine COC1=C(C(=CC(=C1)C)C)C=1N=C2C(=NC1)N=CC(=N2)[C@H]2CNCCC2